6-((3-hydroxy-3-methylpyrrolidin-1-yl)methyl)pyrimidine-2,4(1H,3H)-dione OC1(CN(CC1)CC1=CC(NC(N1)=O)=O)C